N-(2-butenyl)benzisothiazolin-3-one C(C=CC)N1SC2=C(C1=O)C=CC=C2